N-(2,4-difluorophenyl)benzamide FC1=C(C=CC(=C1)F)NC(C1=CC=CC=C1)=O